C(CCCCCCCCCCCCCCC)(=O)C([NH+](C)C)C(CCCCCCCCCCCCCCC)=O dipalmitoyl-trimethylammonium